9-hydroxy-5-oxodecahydropyrrolo[1,2-a]azocine-3-carboxylic acid OC1CC2N(C(CCC1)=O)C(CC2)C(=O)O